3,5-bis(2-pyridinebenzylidene)-4-piperidone N1=C(C=CC=C1)C1=CC=CC=C1C=C1CNCC(C1=O)=CC1=CC=CC=C1C1=NC=CC=C1